Cl.FC1=C(C=CC(=C1)F)CC1=CC2=C(N=N1)C(CN2C(CN2[C@H](CN[C@@H](C2)C)CN2C(CCC2)=O)=O)(C)C 1-{[(2R,5R)-1-(2-{3-[(2,4-Difluorophenyl)methyl]-7,7-dimethyl-5H,6H,7H-pyrrolo[3,2-c]pyridazin-5-yl}-2-oxoethyl)-5-methylpiperazin-2-yl]methyl}pyrrolidin-2-one hydrochloride